O[C@@H](CNC(CC[C@H](N)C(=O)O)=O)[C@H]([C@@H]([C@@H](CO)O)O)O N5-((2S,3R,4R,5R)-2,3,4,5,6-pentahydroxyhexyl)-L-glutamine